C(=C)C1=NC(=NC=C1)N1C[C@@H](CC1)O (R)-1-(4-vinylpyrimidin-2-yl)pyrrolidin-3-ol